C(C)(C)(C)OC(=O)N[C@@](C(=O)OC)(CCCC)C Methyl (R)-2-((tert-butoxycarbonyl) amino)-2-methylhexanoate